sodium cyanovalerate C(#N)OC(CCCC)=O.[Na]